C(C1=CC=CC=C1)C1(C2=NC=NC2=NC=N1)N L-6-Benzyl-Adenine